4-hydroxy-2,2,6,6-tetramethylpiperidine 1-oxide OC1CC([NH+](C(C1)(C)C)[O-])(C)C